BrC1=CC=C2C(=C(CC2=C1)C=O)O[Si](C)(C)C 6-bromo-3-((trimethylsilyl)oxy)-1H-indene-2-carbaldehyde